N(=NC(C(=O)NCC(CO)CO)(C)C)C(C(=O)NCC(CO)CO)(C)C 2,2'-azobis{2-methyl-N-[1,1-bis(hydroxymethyl)-2-ethyl]propionamide}